(5-hydroxy-1H-indol-2-yl)-(1H-indol-2-yl)methanone OC=1C=C2C=C(NC2=CC1)C(=O)C=1NC2=CC=CC=C2C1